ClC=1C=C2C(=NC(=NC2=CC1)C)N1CC=2C=C(C=NC2CC1)N1C=2N(CCC1)N=CC2 6-chloro-4-[3-(6,7-dihydro-5H-pyrazolo[1,5-a]pyrimidin-4-yl)-7,8-dihydro-5H-1,6-naphthyridin-6-yl]-2-methyl-quinazoline